N-((3-chloro-6-(isoxazol-3-ylmethoxy)-1H-indol-2-yl)methyl)-1-methylcyclopropane-1-carboxamide ClC1=C(NC2=CC(=CC=C12)OCC1=NOC=C1)CNC(=O)C1(CC1)C